C(C)N1N=C(C2=C(C(=CC=C12)C(C(F)(F)F)OC)OC)N 1-Ethyl-4-methoxy-5-(2,2,2-trifluoro-1-methoxyethyl)-1H-indazol-3-amine